N-({4-amino-1H,3H-furo[3,4-c]quinolin-7-yl}methyl)-6-cyclopropoxy-N-(4-fluoro-2-methanesulfonylphenyl)pyridine-3-carboxamide NC1=NC=2C=C(C=CC2C2=C1COC2)CN(C(=O)C=2C=NC(=CC2)OC2CC2)C2=C(C=C(C=C2)F)S(=O)(=O)C